NC[C@@H](C(=O)NCC1=CC(=C(C=C1)N(S(=O)(=O)C)C)C(NC1=CC=C(C=C1)S(=O)(=O)N1CCN(CC1)C1=CC(=CC(=C1)Cl)Cl)=O)NC(OC(C)(C)C)=O Tert-butyl N-[(1S)-1-(aminomethyl)-2-[[3-[[4-[4-(3,5-dichlorophenyl)piperazin-1-yl]sulfonylphenyl]carbamoyl]-4-[methyl(methylsulfonyl)amino]phenyl]methylamino]-2-oxo-ethyl]carbamate